COC(=O)C1=CC=CC2=C1N(C(=N2)OCC)CC2=CC=C(C=C2)C2=C(C=CC=C2)C#N 1-[(2'-cyanobiphenyl-4-yl)methyl]-2-ethoxy-benzimidazole-7-carboxylic acid methyl ester